O1CCN(C2=C1C=CC=C2)NC(=O)C=2C=NC1=C(C(=CC=C1C2N2CC(C2)F)F)C2=C(C(=CC(=C2)F)F)F N-(2,3-dihydro-1,4-benzoxazin-4-yl)-7-fluoro-4-(3-fluoroazetidin-1-yl)-8-(2,3,5-trifluorophenyl)quinoline-3-carboxamide